CN1N=CC(=C1CN1CCOCC1)C=1C=C2C=C(N=CC2=CC1)NC(C1=CC(=CC=C1)S(=O)(=O)N1CCN(CC1)C)=O N-(6-(1-methyl-5-(morpholinomethyl)-1H-pyrazol-4-yl)isoquinolin-3-yl)-3-((4-methylpiperazin-1-yl)sulphonyl)benzamide